NC1=C(C(C(O1)C1=C(C=C(C=C1)F)F)=O)O 5-amino-4-hydroxy-2-(2,4-difluorophenyl)-furan-3-one